NC=1OC2=C(N1)C=CC(=C2)C(=O)N2[C@H]1CC=3C(=NN(C3C3=CC(=CC(=C3)F)F)C)[C@@H]2CCC1 (2-Aminobenzo[d]oxazol-6-yl)((5R,9S)-3-(3,5-difluorophenyl)-2-methyl-4,5,6,7,8,9-hexahydro-2H-5,9-epiminocycloocta[c]pyrazol-10-yl)methanone